1-[4-(4-Hydroxyphenyl)-piperazin-1-yl]-2-phenyl-ethane-1,2-dione OC1=CC=C(C=C1)N1CCN(CC1)C(C(=O)C1=CC=CC=C1)=O